C(C)(C)(C)OC(N[C@@H]1CCCC12CCN(CC2)C2=NC(=CN=C2CO)C)=O (R)-(8-(3-(hydroxymethyl)-6-methylpyrazin-2-yl)-8-azaspiro[4.5]dec-1-yl)carbamic acid tert-butyl ester